C1(CC1)NC1=C(C=C(C=C1)[N+](=O)[O-])F N-cyclopropyl-2-fluoro-4-nitroaniline